C(CCCCCCCCCC)OCCO 2-(undecoxy)-1-ethanol